5-(6-(((S)-1-cyclopropyl-2,2,2-trifluoroethyl)amino)-4-(difluoromethyl)pyridin-3-yl)-N-((1r,3S)-3-Hydroxycyclobutyl)-4-((S)-2-methylpyrrolidine-1-carbonyl)thiazole-2-carboxamide C1(CC1)[C@@H](C(F)(F)F)NC1=CC(=C(C=N1)C1=C(N=C(S1)C(=O)NC1CC(C1)O)C(=O)N1[C@H](CCC1)C)C(F)F